Cl.N1CC(OCC1)CO morpholin-2-ylmethanol hydrochloride